4-benzylthio-2,6-dichloro-pyridine C(C1=CC=CC=C1)SC1=CC(=NC(=C1)Cl)Cl